2-(2,6-difluorophenyl)-8-ethyl-6-(4-methoxybenzyl)-1,6-naphthyridin-5(6H)-one FC1=C(C(=CC=C1)F)C1=NC=2C(=CN(C(C2C=C1)=O)CC1=CC=C(C=C1)OC)CC